[Ce].[Mg].[Fe] Iron-magnesium-cerium